1-(4-(((benzyloxy)carbonyl)amino)butan-1-ylium-1-yl)-1,4-diazabicyclo[2.2.2]octan-1-ium bromide [Br-].C(C1=CC=CC=C1)OC(=O)NCCC[CH+][N+]12CCN(CC1)CC2.[Br-]